[1-(difluoromethyl)cyclopentyl][(2S,5S)-2,3-dihydro-2,5-methano-1,4-benzoxazepin-4(5H)-yl]methanone FC(C1(CCCC1)C(=O)N1C[C@H]2OC3=C([C@@H]1C2)C=CC=C3)F